FC(OC1=NC=CC(=C1)CNC(=O)NC1CC2(C1)CCC2)F 1-[[2-(difluoromethoxy)pyridin-4-yl]methyl]-3-spiro[3.3]heptane-2-yl-urea